2-((2,2,2-trifluoroethyl)amino)-8-(4-(trifluoromethyl)phenyl)pyrido[4,3-d]pyrimidin-7(6H)-one FC(CNC=1N=CC=2C(N1)=C(C(NC2)=O)C2=CC=C(C=C2)C(F)(F)F)(F)F